COC1=C2C=CC=C(C2=CC=C1)C(=O)N 5-methoxy-1-naphthamide